Cl.Cl.Cl.Cl.NC1=CC(=CC=2SC3=CC=CC=C3NC12)C(=O)NCCN1CCNCC1 1-Amino-N-(2-(piperazin-1-yl)ethyl)-10H-phenothiazine-3-carboxamide tetrahydrochloride